C(C1=CC=CC=C1)N1CCC(CC1)(C(=O)O)C=1C=CC(=NC1)C=1C(=NC=CC1)OCC 1-benzyl-4-{2'-ethoxy-[2,3'-bipyridyl]-5-yl}piperidine-4-carboxylic acid